ClC(C1=NC(=NO1)C=1C=CC(=NC1)CP(OCC)(=O)NCC1=C(C=C(C=C1)F)F)(F)F ethyl P-((5-(5-(chlorodifluoromethyl)-1,2,4-oxadiazol-3-yl)pyridin-2-yl)methyl)-N-(2,4-difluorobenzyl)phosphonamidate